C(C)(=O)O.COC1=CC(=NN1C)NC(=O)C1CN(C1)C1=CC(=C2C(C(=CN(C2=N1)C=1SC=CN1)C(=O)O)=O)C 7-{3-[(5-methoxy-1-methyl-1H-pyrazol-3-yl)carbamoyl]azetidin-1-yl}-5-methyl-4-oxo-1-(1,3-thiazol-2-yl)-1,4-dihydro-1,8-naphthyridine-3-carboxylic acid acetate